ClC1=C(C=CC(=C1)NC=1C=2N(C=CN1)C(=CN2)C=2C(=NNC2)C(F)(F)F)C(=O)N2[C@H](CNCC2)C [2-chloro-4-[[3-[3-(trifluoromethyl)-1H-pyrazol-4-yl]imidazo[1,2-a]pyrazin-8-yl]amino]phenyl]-[(2S)-2-methylpiperazin-1-yl]methanone